potassium tridecanoate C(CCCCCCCCCCCC)(=O)[O-].[K+]